CC1=C(C(NC(=C1)C)=C=O)CNC(C1=C(C(=CC(=C1)C=1C=C2CCC(C2=CC1)N1CCOCC1)N(C1CCOCC1)CC)C)=O N-((4,6-dimethyl-2-carbonyl-1,2-dihydropyridin-3-yl)methyl)-3-(ethyl(tetrahydro-2H-pyran-4-yl)amino)-2-methyl-5-(1-morpholino-2,3-dihydro-1H-inden-5-yl)benzamide